5-(2-chloro-5-(isobutyrylaminomethyl)benzoylamino)-N-(4-methoxybenzyl)-1-methyl-1H-indole-2-carboxamide ClC1=C(C(=O)NC=2C=C3C=C(N(C3=CC2)C)C(=O)NCC2=CC=C(C=C2)OC)C=C(C=C1)CNC(C(C)C)=O